C1=NC(=C2C(=N1)N(C=N2)C3C(C(C(O3)COP(=O)(O)OP(=O)(O)OP(=O)(O)OP(=O)(O)OCC4C(C(C(O4)N5C=NC6=C(N=CN=C65)N)O)O)O)O)N P1,P4-bis(5'-adenosyl) tetraphosphate